tris(pentafluorophenyl)carbon Tert-butyl-(2S,5R)-5-((2-(2,6-dioxo-1-((2-(trimethylsilyl)ethoxy)methyl)piperidin-3-yl)-1-oxoisoindolin-5-yl)oxy)-2-methylpiperidine-1-carboxylate C(C)(C)(C)OC(=O)N1[C@H](CC[C@H](C1)OC=1C=C2CN(C(C2=CC1)=O)C1C(N(C(CC1)=O)COCC[Si](C)(C)C)=O)C.FC1=C(C(=C(C(=C1[C](C1=C(C(=C(C(=C1F)F)F)F)F)C1=C(C(=C(C(=C1F)F)F)F)F)F)F)F)F